ClC1=C(C=2N=C(N=C(C2C=N1)N1C[C@@](CCC1)(O)C)OC[C@H]1N(CCC1)C)F (R)-1-(7-chloro-8-fluoro-2-(((S)-1-methylpyrrolidin-2-yl)methoxy)pyrido[4,3-d]pyrimidin-4-yl)-3-methylpiperidin-3-ol